N-oleoyl-glutamic acid C(CCCCCCC\C=C/CCCCCCCC)(=O)N[C@@H](CCC(=O)O)C(=O)O